C(C)C(C(=O)O)CCCC=CCCCCC ethyldodec-6-enoic acid